ONS(=O)(=O)C1=C(C(=CC(=C1C)C)C)C N-hydroxy-2,3,5,6-tetramethylbenzene-1-sulfonamide